4-(2-fluoro-4-(2-methylprop-2-enamido)phenyl)-3-(3-fluoro-4-(4-methylpyrimidin-2-yl)oxo-phenyl)-5-methyl-1H-pyrrole-2-carboxamide FC1=C(C=CC(=C1)NC(C(=C)C)=O)C=1C(=C(NC1C)C(=O)N)C1C(C(=C(C=C1)C1=NC=CC(=N1)C)F)=O